CC1(COC2=CC(=CN=C2O1)NC1=NC(=NC=C1)NC=1C=NC(=C(C1)OC)OC1CC(C1)N(C)C)C 4-(3,3-dimethyl-2,3-dihydro-1,4-dioxa-5-aza-7-naphthylamino)-2-{5-methoxy-6-[(1s,3s)-3-(dimethylamino)cyclobutoxy]-3-pyridylamino}pyrimidine